ClC=1C=C2C=NN(C2=CC1C1CC(C1)C(=O)O)C1OCCCC1 3-(5-chloro-1-(tetrahydro-2H-pyran-2-yl)-1H-indazol-6-yl)cyclobutane-1-carboxylic acid